3-(3-bromophenyl)-1-(4-hydroxyphenyl)prop-2-en-1-one BrC=1C=C(C=CC1)C=CC(=O)C1=CC=C(C=C1)O